FC1=CC=C(C=N1)CCC(=O)NC1=C(C(=NN1CC1=CC=C(C=C1)OC)C1=CN=NC=C1C)C(=O)N 5-(3-(6-fluoropyridin-3-yl)propanamido)-1-(4-methoxybenzyl)-3-(5-methylpyridazin-4-yl)-1H-pyrazole-4-carboxamide